3-(amino)-5-hexenoic acid NC(CC(=O)O)CC=C